CC(C(=O)N1N=CCC1C=1C=NC=CC1)(C)C 2,2-dimethyl-1-(5-(pyridin-3-yl)-4,5-dihydro-1H-pyrazol-1-yl)propan-1-one